(R)-N-(6-(3-(2-ethoxyphenoxy)piperidin-1-yl)pyrazin-2-yl)-2-phenylacetamide C(C)OC1=C(O[C@H]2CN(CCC2)C2=CN=CC(=N2)NC(CC2=CC=CC=C2)=O)C=CC=C1